ClC=1C=C2CCNC2=CC1 5-chloroindoline